N-(3-(N-(4-methoxyphenyl)sulfamoyl)phenyl)-3-(1H-pyrrol-1-yl)benzamide COC1=CC=C(C=C1)NS(=O)(=O)C=1C=C(C=CC1)NC(C1=CC(=CC=C1)N1C=CC=C1)=O